5,6-dichloro-indan-1,3-dione ClC=1C=C2C(CC(C2=CC1Cl)=O)=O